2-methyl-4,7,35,40-tetraoxo-39-undecyl-3,10,13,16,19,22,25,28,31-nonaoxa-6,34,39-triazapentacontan-50-oic acid CC(C)OC(CNC(CCOCCOCCOCCOCCOCCOCCOCCOCCNC(CCCN(C(CCCCCCCCCC(=O)O)=O)CCCCCCCCCCC)=O)=O)=O